4,4'-hexafluoroisopropylidenebisphenol FC=1C(=C(C=CC1C(C)(C)C1=C(C(=C(C(=C1F)F)O)F)F)O)F